C(CC)C1CCC(O1)=O 5-propyloxolan-2-one